N1=CC=C(C=C1)C=1N=C(C2=C(N1)C=NC=C2)N2C[C@@H](NCC2)C(F)(F)F (R)-2-(pyridin-4-yl)-4-(3-(trifluoromethyl)piperazin-1-yl)pyrido[3,4-d]Pyrimidine